ClC1=C(C=CC=C1)C=1N=C(SC1)C=1N=C(SC1)N (2-chlorophenyl)-[2,4'-bithiazole]-2'-amine